Ethyl 3-(3-(1-(2-allylhydrazineyl)-1-oxopropan-2-yl)-2-fluorophenyl)propanoate hydrochloride Cl.C(C=C)NNC(C(C)C=1C(=C(C=CC1)CCC(=O)OCC)F)=O